ClC=1C=C(C(=O)O)C=C(C1)C(F)(F)Cl 3-chloro-5-(chlorodifluoromethyl)benzoic acid